undecan-4-ol CCCC(CCCCCCC)O